NC1=C2C(=NC=N1)N(N=C2C2=CC=C(C1=C2OCO1)NC(C1=CC=C(C=C1)N1CCCC1)=O)[C@H]1CNCCC1 (R)-N-(7-(4-amino-1-(piperidin-3-yl)-1H-pyrazolo[3,4-d]pyrimidin-3-yl)benzo[d][1,3]dioxolan-4-yl)-4-(pyrrolidin-1-yl)benzamide